C(#N)C=1C=C(C=CC1)C(=C)O[Si](C)(C)C 1-(3-cyanophenyl)-1-trimethylsiloxyethylene